CCCCCCCC/C=C\\CCCCCCCC(=O)O[C@H](COP(=O)(OC[C@@H](OC(=O)CCCCCCC/C=C\\CCCCCCCC)CO)[O-])CO The molecule is a 1,1'-lysobisphosphatidate obtained by deprotonation of the phosphate OH group of (S,S)-bis-(2-oleoylglycero)-1-phosphate; major species at pH 7.3. It is a conjugate base of a (S,S)-bis(2-oleoylglycero)-1-phosphate. It is an enantiomer of a (R,R)-bis(2-oleoylglycero)-3-phosphate(1-).